C1(=CC(=CC=C1)S(=O)(=O)[O-])S(=O)(=O)[O-].[Na+].[Na+] Disodium benzene-1,3-disulfonate